3-isopropyl-4-(thiazol-2-yl)-1,3,4,5-tetrahydro-2H-benzo[1,4]diazepin-2-one C(C)(C)C1C(NC2=C(CN1C=1SC=CN1)C=CC=C2)=O